C(C)(=O)OC\C=C(/CCC=C(C)C)\C (Z)-3,7-dimethyloct-2,6-dien-1-yl acetate